7-{[(1R)-1-(hydroxymethyl)-3-methylbutyl]amino}-5-{[1-pyridin-2-ylethyl]thio}[1,3]thiazolo[4,5-d]pyrimidin-2(3H)-one OC[C@@H](CC(C)C)NC=1C2=C(N=C(N1)SC(C)C1=NC=CC=C1)NC(S2)=O